N1=C(C=CC=C1)C1(CC1)NC(=O)[C@@H]1CN(CC[C@H]1NC(=O)C1=NOC(=C1)C1=C(C=CC=C1)F)CC1CC1 |o1:12,17| (3R*,4R*)-1-Cyclopropylmethyl-4-{[5-(2-fluoro-phenyl)-isoxazole-3-carbonyl]-amino}-piperidine-3-carboxylic acid (1-pyridin-2-yl-cyclopropyl)-amide